N-(4-((3-(dimethylamino)pyrrolidin-1-yl)methyl)-3-(trifluoromethyl)phenyl)-2-fluoro-4-methylbenzamide CN(C1CN(CC1)CC1=C(C=C(C=C1)NC(C1=C(C=C(C=C1)C)F)=O)C(F)(F)F)C